(((hydroxylamino)methylene)amino)-3-methylpyridine-2-carboxylate ONC=NC1=C(C(=NC=C1)C(=O)[O-])C